4-Bromo-N-(2,6-dioxo-piperidin-3-yl)-benzenesulfonamide BrC1=CC=C(C=C1)S(=O)(=O)NC1C(NC(CC1)=O)=O